N1C2(CCCC1)OC1=CC=CC=C1C=C2 chromenespiropiperidine